C(C)(C)(C)OC(=O)N1CC2CNCC(C1)O2.CC(C)CC(CCC)C 2,4-dimethyl-heptane tert-butyl-9-oxa-3,7-diazabicyclo[3.3.1]nonane-3-carboxylate